4-(3-((2-((2-cyclopropyl-4-(4-methylpiperazin-1-yl)phenyl)amino)-5-(trifluoromethyl)pyrimidin-4-yl)amino)propyl)morpholin-3-one C1(CC1)C1=C(C=CC(=C1)N1CCN(CC1)C)NC1=NC=C(C(=N1)NCCCN1C(COCC1)=O)C(F)(F)F